5-amino-1-cyclopropyl-7-(cis-3,5-dimethyl-1-piperazinyl)-6,8-difluoro-1,4-dihydro-4-oxo-3-quinolinecarboxylic acid NC1=C2C(C(=CN(C2=C(C(=C1F)N1C[C@H](N[C@H](C1)C)C)F)C1CC1)C(=O)O)=O